C[C@@H]1CN(C[C@@H](N1)C)C1=CC=CC(=N1)CNC=1C2=C(N=CN1)NC=C2C2C[C@H](O[C@H](C2)C)C N-((6-((3R,5S)-3,5-dimethylpiperazin-1-yl)pyridin-2-yl)methyl)-5-((2R,6S)-2,6-dimethyltetrahydro-2H-pyran-4-yl)-7H-pyrrolo[2,3-d]pyrimidin-4-amine